ClC=1N=C(C=2C(N1)=CN(N2)C(C)C)N[C@H](C)C=2C=NC1=CC=CC=C1C2 (5-Chloro-2-isopropyl-2H-pyrazolo[4,3-d]pyrimidin-7-yl)-((R)-1-quinolin-3-ylethyl)amine